1,3-diethyl-7-methyl-8-(6-methylbenzo[d]thiazol-2-yl)-1H-purine-2,6(3H,7H)-dione C(C)N1C(N(C=2N=C(N(C2C1=O)C)C=1SC2=C(N1)C=CC(=C2)C)CC)=O